BrC1=CC(=CC=2C3=CC(=CC=C3NC12)C1=NC(=CC(=N1)C1=CC=CC=C1)C1=CC=CC=C1)C(C)(C)C 1-bromo-3-(tert-butyl)-6-(4,6-diphenylpyrimidin-2-yl)-9H-carbazole